S(=O)(=O)(OC1=CC=C(C=C1)OCCCCCC)Cl 4-Hexyloxyphenyl chlorosulfate